CN(CCCC(CCCC(=O)OC(CCC1CC2CCCCC2C1)CCC1CC2CCCCC2C1)(CCCC(=O)OC(CCCCCCC)CCCCCCC)O)C 1-[1,5-bis(octahydro-1H-inden-2-yl)pentan-3-yl] 9-pentadecan-8-yl 5-[3-(dimethylamino)propyl]-5-hydroxynonanedioate